ClC1=C(C=CC(=C1Cl)[C@]1(CN(CC1)C(=O)OC(C)(C)C)NC1=CC=C2C(C(N(C2=C1)C)=O)(C)C)C tert-butyl (R)-3-(2,3-dichloro-4-tolyl)-3-(1-methyl-3,3-dimethyl-2-oxo-6-indolinylamino)-1-pyrrolidinecarboxylate